O=C(CC(=O)OCC)C1=CC=NC=C1 ethyl 3-oxo-3-pyridin-4-ylpropanoate